CC1=NN(C=C1C)C1=CC=C(C(=C1CN)F)OC (6-(3,4-dimethyl-1H-pyrazol-1-yl)-2-fluoro-3-methoxyphenyl)methanamine